N-(5-(2-(3,3-dimethylazetidin-1-yl)acetamido)-2-methylpyridin-3-yl)-4-methyl-6-(1-methyl-1H-pyrazol-4-yl)pyrazolo[1,5-a]pyrazine-3-carboxamide CC1(CN(C1)CC(=O)NC=1C=C(C(=NC1)C)NC(=O)C=1C=NN2C1C(=NC(=C2)C=2C=NN(C2)C)C)C